C(C)(=O)C1=C(C2=C(N=C(N=C2)NC2=NC=C(C=C2)N2CCNCC2)N(C1=O)C1CCCC1)C 6-acetyl-8-cyclopentyl-5-methyl-2-(5-piperazin-1-yl-pyridin-2-ylamino)-8H-pyrido-[2,3-d]-pyrimidin-7-one